CN1C[C@@H]([C@H](CC1)NC(=O)C1=CC(=CC=2N(C=NC21)CC(F)(F)F)C#CCNC(=O)C2=NC=C(C=C2)C(C)(C)C)C N-[(3S,4S)-1-methyl-3-methyl-4-piperidyl]-6-{3-[5-(tert-butyl)-2-pyridylcarbonylamino]-1-propynyl}-1-(2,2,2-trifluoroethyl)-1H-1,3-benzimidazole-4-carboxamide